Tetra-Tert-Butyl (((2-(4-nitrobenzyl)propane-1,3-diyl)bis(azanetriyl))tetrakis(ethane-2,1-diyl))tetracarbamate [N+](=O)([O-])C1=CC=C(CC(CN(CCNC(OC(C)(C)C)=O)CCNC(OC(C)(C)C)=O)CN(CCNC(OC(C)(C)C)=O)CCNC(OC(C)(C)C)=O)C=C1